tert-Butyl (3-(6-((4,4-difluorocyclohexyl)amino)-2-(3-methyl-1H-pyrazol-1-yl)pyrimidin-4-yl)-3-azabicyclo[3.1.0]hexan-6-yl)carbamate FC1(CCC(CC1)NC1=CC(=NC(=N1)N1N=C(C=C1)C)N1CC2C(C2C1)NC(OC(C)(C)C)=O)F